tert-butyl (5-((2R,3S)-3-((N,N-dimethylsulfamoyl)(4-methoxybenzyl)amino)-2-(((4-(3-hydroxyphenyl)cyclohexyl)oxy)methyl)pyrrolidin-1-yl)-5-oxopentyl)carbamate CN(S(=O)(=O)N([C@@H]1[C@@H](N(CC1)C(CCCCNC(OC(C)(C)C)=O)=O)COC1CCC(CC1)C1=CC(=CC=C1)O)CC1=CC=C(C=C1)OC)C